2-[3-chloro-6-(dimethylamino)pyridazin-4-yl]tetrahydropyran-4-carboxamide ClC=1N=NC(=CC1C1OCCC(C1)C(=O)N)N(C)C